F[C@H]1C[C@H]2[C@@H]3C[C@H]([C@H](C(COC(CCCC)=O)=O)[C@]3(C[C@@H]([C@@]2([C@]2(C=CC(C=C12)=O)C)F)O)C)C 6α,9-difluoro-11β-hydroxy-21-pentanoyloxy-16α-methyl-1,4-pregna-diene-3,20-dione